[N+](=O)([O-])C1=CC=C(COC2=CC=C3CCCC(C3=C2)NCC#C)C=C1 7-((4-nitrobenzyl)oxy)-N-(prop-2-yn-1-yl)-1,2,3,4-tetrahydronaphthalen-1-amine